N1C(=CC2=CC=CC=C12)C#N Z-indole-2-carbonitrile